C(C[C@]1(CC[C@H]2[C@@H]3C[C@H](C4=CCCC[C@]4(C)[C@H]3[C@H](C[C@]12C)O)O)O)O 4-pregnene-6β,11β,17,21-tetrol